naphthyl(m-trifluoromethyl-phenyl)methylene(cyclopentadienyl)(octamethyloctahydrodibenzofluorenyl)zirconium dichloride [Cl-].[Cl-].C1(=CC=CC2=CC=CC=C12)C(=[Zr+2](C1(C(C(C(C2(C3C(=C4C=5C=CC=CC5CC4=C21)C=CCC3)C)(C)C)(C)C)(C)C)C)C3C=CC=C3)C3=CC(=CC=C3)C(F)(F)F